B(O)(O)OB(O)O.N1=C(N)N=C(N)N=C1N Melamine diborate salt